2,6-Bis(benzyloxy)-6'-(4-(4-bromo-2,3-difluorophenyl)piperazin-1-yl)-5'-fluoro-3,3'-bipyridine C(C1=CC=CC=C1)OC1=NC(=CC=C1C=1C=NC(=C(C1)F)N1CCN(CC1)C1=C(C(=C(C=C1)Br)F)F)OCC1=CC=CC=C1